C12C=CC(C=C1)C2 bicyclo[2.2.1]-hepta-2,5-dien